C(CCC=CCCC)C1CCC(O1)=O 5-oct-4-enyloxolan-2-one